N-(4-(3-(pyridin-4-yl)phenyl)thiazol-2-yl)-1-(2-(trifluoromethyl)nicotinoyl)azetidine-2-carboxamide N1=CC=C(C=C1)C=1C=C(C=CC1)C=1N=C(SC1)NC(=O)C1N(CC1)C(C1=C(N=CC=C1)C(F)(F)F)=O